(2-amino-5-trifluoromethylphenyl)benzophenone NC1=C(C=C(C=C1)C(F)(F)F)C1=C(C(=O)C2=CC=CC=C2)C=CC=C1